tert-butyl [(3S,SR)-5-(trifluoromethyl)piperidin-3-yl]carbamate FC([C@H]1C[C@@H](CNC1)NC(OC(C)(C)C)=O)(F)F |&1:2|